CN(C(COC(=O)C1=CC2=C(N=C(O2)C2=CC(=CC(=C2)Cl)Cl)C=C1)CO)C 2-(3,5-dichlorophenyl)benzo[d]oxazole-6-carboxylic acid 2-(dimethylamino)-3-hydroxypropyl ester